N1C=NC(=C1)CCN 2-(1H-imidazol-4-yl)ethanamine